[OH-].C(CCCCCC)[Zr+](CCCCCCC)CCCCCCC tri-n-heptylzirconium monohydroxide